BrC1=CC=2C3=C(C=NC2C=C1F)NC(C31CC(C1)(C)C=1C=NC(=CC1)OC)=O trans-8'-Bromo-7'-fluoro-3-(6-methoxypyridin-3-yl)-3-methylspiro[cyclobutane-1,1'-pyrrolo[2,3-c]quinolin]-2'(3'H)-one